2-hydroxycaproic acid OC(C(=O)O)CCCC